2-(3-{3-[1-(4-amino-3-methyl-1H-pyrazolo[3,4-d]pyrimidin-1-yl)ethyl]-5-chloro-2-ethoxy-6-fluorophenyl}azetidin-1-yl)ethanol NC1=C2C(=NC=N1)N(N=C2C)C(C)C=2C(=C(C(=C(C2)Cl)F)C2CN(C2)CCO)OCC